N1CC(C1)C(=O)N1CC2CCC(C1)N2C2=CC=C(C=N2)C=2C=C(C=1N(C2)N=CC1C#N)OC 6-(6-(3-(azetidine-3-carbonyl)-3,8-diazabicyclo[3.2.1]octan-8-yl)pyridin-3-yl)-4-methoxypyrazolo[1,5-a]pyridine-3-carbonitrile